FC1(C2(CCN(CC12)C(=O)C1=CN(C2=C1C(N(C=C2C)C)=O)C)C2=C(C=CC=C2)OC)F 3-((7,7-difluoro-6-(2-methoxyphenyl)-3-azabicyclo[4.1.0]hept-3-yl)carbonyl)-1,5,7-trimethyl-1,5-dihydro-4H-pyrrolo[3,2-c]pyridin-4-one